C(C)(C)(C)OC(=O)NC1=NN2C(C=C(C=C2)OC)=C1C(=O)OC methyl 2-((tert-Butoxycarbonyl) amino)-5-methoxypyrazolo[1,5-a]pyridine-3-carboxylate